[Ni].[Pt] platinum nickel